C1(CC1)N1N=CC(=C1)C1C=C(CC(O1)C)B1OC(C(O1)(C)C)(C)C 1-cyclopropyl-4-[2-methyl-4-(4,4,5,5-tetramethyl-1,3,2-dioxaborolan-2-yl)-3,6-dihydro-2H-pyran-6-yl]pyrazole